C(CCCCCCCCCCCCC)P(CCCCCCCCCCCCCC)(CCCCCCCCCCCCCC)=O tri(tetradecyl)phosphine oxide